α-D-galactofuranose O[C@@H]1[C@H](O)[C@@H](O)[C@@H](O1)[C@H](O)CO